6-tert-butyl-5-(3,4-dichlorophenyl)-4-(2,6-difluorophenoxy)thieno[2,3-d]pyrimidine C(C)(C)(C)C1=C(C2=C(N=CN=C2OC2=C(C=CC=C2F)F)S1)C1=CC(=C(C=C1)Cl)Cl